CC(=CC1C(C(N1)=O)O[Si](C(C)C)(C(C)C)C(C)C)C 4-(2-methylpropan-1-en-1-yl)-3-((triisopropylsilyl)oxy)azetidin-2-one